NC1=C(C=CC=C1)C(CC#C)O (2-aminophenyl)but-3-yn-1-ol